N1(CCOCC1)C=1C=C(N)C=CC1 3-(4-morpholinyl)aniline